palladium bisacetonitrile chloride [Cl-].C(C)#N.C(C)#N.[Pd+2].[Cl-]